bis(diphenylaminodimethylfluorenyl)amine C1(=CC=CC=C1)N(C1=CC=CC=C1)C1=C(C(=C(C=2CC3=CC=CC=C3C12)NC1=C(C(=C(C=2C3=CC=CC=C3CC12)N(C1=CC=CC=C1)C1=CC=CC=C1)C)C)C)C